C(C)OC1=C(O[C@H]2CN(CCC2)C2=CN=CC(=N2)NC2=CC=C(C=N2)CC(=O)O)C=CC=C1 (R)-2-(6-((6-(3-(2-ethoxyphenoxy)piperidin-1-yl)pyrazin-2-yl)amino)pyridin-3-yl)acetic acid